1-(4-(2-(4-chlorophenyl)but-3-yn-2-yl)thiazol-2-yl)-3-((S)-2,3-dihydroxypropyl)urea ClC1=CC=C(C=C1)C(C)(C#C)C=1N=C(SC1)NC(=O)NC[C@@H](CO)O